CS(=O)(=O)OCCOCCOCCOCCNC(=O)OC(C)(C)C 2-[2-[2-[2-(tert-butoxycarbonylamino)ethoxy]ethoxy]ethoxy]ethyl methanesulfonate